N-(4-cyanotetrahydropyran-4-yl)-3-[[2-(5-fluoro-2-hydroxy-phenyl)acetyl]amino]benzamide C(#N)C1(CCOCC1)NC(C1=CC(=CC=C1)NC(CC1=C(C=CC(=C1)F)O)=O)=O